C(CCCCCCCC(=O)OC)(=O)O[C@H]1CC[C@@]2(C3CC[C@@]4(C(=CCC4C3CC=C2C1)C=1C=NC=CC1)C)C 1-((3S,10R,13S)-10,13-dimethyl-17-(pyridin-3-yl)-2,3,4,7,8,9,10,11,12,13,14,15-dodecahydro-1H-cyclopenta[a]phenanthren-3-yl) 9-methyl nonanedioate